1-(2-hydroxyethyl)-6-(3-(quinolin-6-ylmethyl)-[1,2,4]triazolo[4,3-b]pyridazin-6-yl)-3,4-dihydroquinolin-2(1H)-one OCCN1C(CCC2=CC(=CC=C12)C=1C=CC=2N(N1)C(=NN2)CC=2C=C1C=CC=NC1=CC2)=O